C1C(=CC=C2C1=CC=CC=C2)C(=O)[O-] benzo[7]annulene-2-carboxylate